[Na+].C=CC1=CC=C(C=C1)S(=O)(=O)[O-] styrene-4-sulfonic acid sodium salt